TIN(II) CHLORIDE DIHYDRATE SODIUM SELENITE [Se](=O)([O-])[O-].[Na+].O.O.[Sn](Cl)Cl.[Na+]